1-(3-bromo-4-fluoro-phenyl)-2,2-difluoro-ethanone BrC=1C=C(C=CC1F)C(C(F)F)=O